NC(C(=O)NC1=NC(=C(C=C1)C=1C(=NNC1C)C)C(F)F)=C(C1CCCCC1)C1CCCCC1 (2S)-2-amino-3,3-dicyclohexyl-N-[6-(difluoromethyl)-5-(3,5-dimethyl-1H-pyrazol-4-yl)-2-pyridinyl]acrylamide